Methyl-2',3'-dihydro-1'H-spiro[cyclopropane-1,4'-[2,7]naphthyridin]-1'-one CN1C(C2=CN=CC=C2C2(C1)CC2)=O